C(CCC)C1=NC=2C(=C(N=NC2N)Cl)N1C 2-butyl-7-chloro-1-methyl-1H-imidazo[4,5-d]pyridazin-4-amine